C(C1=CC=CC=C1)OC1=C(C=C(C=C1)[N+](=O)[O-])Cl 1-benzyloxy-2-chloro-4-nitro-benzene